C(C)(C)(C)OC(=O)N1CC2(C1)CC(C2)CC2=NC=C(C=C2)P(=O)(C)C 6-[(5-dimethylphosphoryl-2-pyridinyl)methyl]-2-azaspiro[3.3]heptane-2-carboxylic acid tert-butyl ester